O[C@@H]1[C@H]2[C@@H]([C@H]([C@@H](C1)O2)C(=O)NC2=CC(=C(C=C2)C)C(F)(F)F)C2=CC(=NC=C2)C(F)(F)F |r| rac-(1R,2R,3S,4R,5S)-5-hydroxy-N-(4-methyl-3-(trifluoromethyl)phenyl)-3-(2-(trifluoromethyl)pyridin-4-yl)-7-oxabicyclo[2.2.1]heptane-2-carboxamide